Cl.Cl.NC=1C(=NC(=CN1)C1=CC=C(C=C1)S(=O)(=O)C(C)C)C1=CC(=NO1)C1=C(C=C(C=C1)NC(=N)NC)F 1-(4-(5-(3-amino-6-(4-(isopropylsulfonyl)phenyl)pyrazin-2-yl)isoxazol-3-yl)-3-fluorophenyl)-3-Methylguanidine dihydrochloride